1-ethyl-N-(4-phenyl-8-quinolinyl)imidazole-2-sulfonamide C(C)N1C(=NC=C1)S(=O)(=O)NC=1C=CC=C2C(=CC=NC12)C1=CC=CC=C1